OC1=C(C=CC(=C1)OC)C(=O)C1=C(C=CC=C1)O {2-hydroxy-4-methoxyphenyl}(2-hydroxyphenyl)methanone